C(C)OC(CCN1C=NC2=C(NC=3C=CC=CC23)C1=O)OCC 3-(3,3-diethoxypropyl)-3,5-dihydro-4H-pyrimido[5,4-b]indol-4-one